C(CCCC)OC(CCCN(CCCCCCCCC)CCC1CN(CC1)C(CN(CCCCCCCCC)CCN(CCCCCCCCC)CCCCCCCCC)=O)=O Pentyl-4-((2-(1-(N-(2-(dinonylamino)ethyl)-N-nonylglycyl)pyrrolidin-3-yl)ethyl)(nonyl)amino)butanoate